N-(4-methyl-phenylsulfonyloxy)phthalimide CC1=CC=C(C=C1)S(=O)(=O)ON1C(C=2C(C1=O)=CC=CC2)=O